N=1NCC=C2C1C(=CN2)C#N 3,5-dihydro-2H-pyrrolo[3,2-c]pyridazine-7-carbonitrile